CC(CCNC1=C(C=C(C=C1)[N+](=O)[O-])S(=O)(=O)N(C)C)(C)C 2-(3,3-dimethylbutylamino)-N,N-dimethyl-5-nitro-benzenesulfonamide